N1=NN=CC2=C1C=CN=C2 pyrido[4,3-d][1,2,3]triazine